[C@H]12NC[C@H]([C@H](C1)OCC=1C(=NOC1C1CC1)C1=C(C=CC=C1Cl)Cl)C2 |r| 4-((((1RS,4RS,5SR)-2-azabicyclo[2.2.1]heptan-5-yl)oxy)methyl)-5-cyclopropyl-3-(2,6-dichlorophenyl)isoxazole